FC=1C=C(C=CC1F)C1C(CNC1)CO [4-(3,4-difluorophenyl)pyrrolidin-3-yl]methanol